5-amino-oxazole-4-carboxylic acid ethyl-acetate C(C)OC(C)=O.NC1=C(N=CO1)C(=O)O